1,6-di-O-acetyl-2,3,4-tri-O-benzoyl-α-L-idopyranose C(C)(=O)O[C@H]1[C@H](OC(C2=CC=CC=C2)=O)[C@@H](OC(C2=CC=CC=C2)=O)[C@H](OC(C2=CC=CC=C2)=O)[C@@H](O1)COC(C)=O